N1(CCC1)S(=O)(=O)N[C@@H]1CC[C@H](OC1)CN1CCC2(CN(C2)C2=NC=NC=C2OC2=C(C(=O)N(C(C)C)CC)C=C(C=C2)F)CC1 2-((4-(7-(((2S,5R)-5-(Azetidine-1-sulfonamido)tetrahydro-2H-pyran-2-yl)methyl)-2,7-diazaspiro[3.5]nonan-2-yl)pyrimidin-5-yl)oxy)-N-ethyl-5-fluoro-N-isopropylbenzamide